4-(6-methoxy-[1,2,4]triazolo[1,5-a]pyridin-2-yl)-N1-(methyl-d3)-2,7-naphthyridine-1,6-diamine COC=1C=CC=2N(C1)N=C(N2)C2=CN=C(C1=CN=C(C=C21)N)NC([2H])([2H])[2H]